ClC=1C(=C2C=NNC2=C(C1F)N1CC(CC1)OC)C=1N=CC=2N(C1)C=C(N2)NC(=O)C2C(C2)F N-(6-(5-chloro-6-fluoro-7-(3-methoxypyrrolidin-1-yl)-1H-indazol-4-yl)imidazo[1,2-a]pyrazin-2-yl)-2-fluorocyclopropane-1-carboxamide